mercapto-1,3-dimethylpropylurea hexafluorophosphate F[P-](F)(F)(F)(F)F.SN(C(=O)N)C(CCC)C